2,4,6-tributyl-5,6-dihydro-4H-1,3,5-dithiazine C(CCC)C1SC(NC(S1)CCCC)CCCC